FC(C(C(C(C(F)(F)F)(F)F)(F)F)(F)F)(S(=O)(=O)[O-])F.[K+] potassium perfluoropentanesulfonate